C(C)(C)(C)OC(N(C1=NC=CC(=N1)Cl)C(=O)OC(C)(C)C)=O t-butyl-N-[(t-butoxy)carbonyl]-N-(4-chloropyrimidin-2-yl)carbamic acid